C(N)(OSSC(CCCC)CCCC(=O)OCC)=O ethoxycarbonyl-5-octyldithio carbamate